tert-butyl (1-benzyl-3-(trifluoromethyl)pyrrolidin-3-yl)carbamate C(C1=CC=CC=C1)N1CC(CC1)(C(F)(F)F)NC(OC(C)(C)C)=O